Cl.CNC(O[C@H]1CNCC1)=O (3R)-pyrrolidin-3-yl N-methylcarbamate hydrochloride